FC1=C(C(=O)N[C@@H](C(=O)N2CCC3(CC2)C(CN(C(C3)=O)C)C3=CC=CC=C3)C)C=C(C=C1)C(F)(F)F 2-fluoro-N-((2R)-1-(9-methyl-10-oxo-7-phenyl-3,9-diazaspiro[5.5]undecan-3-yl)-1-oxopropan-2-yl)-5-(trifluoromethyl)benzamide